BrC=1C=CC=2N(C1)C=C(N2)NC(=O)NC2(CC2)C=2C=NC=CC2 1-(6-bromoimidazo[1,2-a]pyridin-2-yl)-3-(1-pyridin-3-ylcyclopropyl)urea